C(CCCCCC(C)C)(=O)O.C1(CCCC1)C(C)OC1=C(C(=O)NC(CC)CC)C=C(C(=C1)N1N=C(N(C1=O)C)CC)F 2-(1-Cyclopentylethoxy)-4-(3-ethyl-4-methyl-5-oxo-4,5-dihydro-1H-1,2,4-triazol-1-yl)-5-fluoro-N-(pent-3-yl)benzamide Isononanate